2-((benzyloxy)methyl)-8-bromo-6-cyclopropylimidazo[1,2-a]pyridine C(C1=CC=CC=C1)OCC=1N=C2N(C=C(C=C2Br)C2CC2)C1